CN1N=C(C=C1)C=1C=C(C=C(C1)C1=CC=CC=C1)CNC(CC)=O N-((5-(1-methyl-1H-pyrazol-3-yl)-[1,1'-biphenyl]-3-yl)methyl)propionamide